6-amino-2-(3,5-dichloro-4-((2-(5-methylpyridin-2-yl)-4-methylquinolin-6-yl)oxy)phenyl)-1,2,4-triazine-3,5(2h,4h)-dione NC=1C(NC(N(N1)C1=CC(=C(C(=C1)Cl)OC=1C=C2C(=CC(=NC2=CC1)C1=NC=C(C=C1)C)C)Cl)=O)=O